CSC1=NC(=C2NC=NC2=N1)NCCC(C)C 2-methylthio-N6-isopentyladenine